S1C(=CC=C1)CCCCC(=O)O 5-(thien-2-yl)pentanoic acid